ClC1C2=C(N(SC3=C1C=CC(=C3)OC)C)C=CC=C2 11-Chloro-3-methoxy-6-methyl-6,11-dihydrodibenzo[c,f][1,2]thiazepine